ammonium sulphate nitrate [N+](=O)([O-])[O-].S(=O)(=O)([O-])[O-].[NH4+].[NH4+].[NH4+]